4-methylthio-1,2-naphthalenedicarboxylic anhydride CSC=1C=C2C(=C3C=CC=CC13)C(=O)OC2=O